FC(C(=O)[O-])(F)F.C(C1=CC=CC=C1)[N+]1(CCCCCC1)CC(=O)OC1=C(C=CC=C1C)C 1-benzyl-1-(2-(2,6-dimethylphenoxy)-2-oxoethyl)azepan-1-ium 2,2,2-trifluoroacetate